N-hydroxy-4-(2-methoxybenzyl)-3,4-dihydro-2H-benzo[b][1,4]oxazine-6-carboxamide ONC(=O)C1=CC2=C(OCCN2CC2=C(C=CC=C2)OC)C=C1